C(C)(C)(C)OC(=O)C(CCCCCC(C)C(=O)O)CC Decane-2,8-dicarboxylic acid 8-tert-butyl ester